N-butyl-N-Phenyl-[1,2,4]triazolo[4,3-a]quinazolin-5-amine C(CCC)N(C1=NC=2N(C3=CC=CC=C13)C=NN2)C2=CC=CC=C2